NCCC1=CC(=C(C(=C1)F)N1CC2CCC(C1)N2C(=O)OC(C)(C)C)F tert-Butyl 3-(4-(2-aminoethyl)-2,6-difluorophenyl)-3,8-diazabicyclo[3.2.1]octane-8-carboxylate